2-(1-(4-amino-3-iodo-1H-pyrazolo[3,4-d]pyrimidin-1-yl)ethyl)-6-fluoro-3-phenyl-4H-chromen-4-one NC1=C2C(=NC=N1)N(N=C2I)C(C)C=2OC1=CC=C(C=C1C(C2C2=CC=CC=C2)=O)F